(±)-(1R,2R,4S,6R)-4-((6-(5-((((cyclobutylmethyl)(methyl)carbamoyl)oxy)methyl)-1-methyl-1H-1,2,3-triazol-4-yl)-2-methylpyridin-3-yl)oxy)bicyclo[4.1.0]heptane-2-carboxylic Acid C1(CCC1)CN(C(=O)OCC1=C(N=NN1C)C1=CC=C(C(=N1)C)O[C@@H]1C[C@H]([C@@H]2C[C@@H]2C1)C(=O)O)C |r|